CN(C1=NC(=C(C=C1[N+](=O)[O-])NC1=NC=C(C(=N1)C1=CN(C2=CC=CC=C12)C)Cl)OC(C)C)CCN(C)C N2-methyl-N2-[2-(dimethylamino)ethyl]-6-isopropyloxy-N5-[5-chloro-4-(1-methyl-1H-indol-3-yl)pyrimidin-2-yl]-3-nitropyridin-2,5-diamine